2,2-Bis(hydroxy-methyl)propionic acid OCC(C(=O)O)(C)CO